C(=C)C1=CC=C(OC2=C(C=C(C=C2C)C(C)(C)C2=CC=C(C=C2)C(C)(C)C2=CC(=C(C(=C2)C)OC2=CC=C(C=C2)C=C)C)C)C=C1 1,4-bis(2-(4-(4-vinylphenoxy)-3,5-dimethylphenyl)propan-2-yl)benzene